FC1(CCN(CCC1)C1=C(C(=O)NC2=CC(=CC=C2)[S@@](=O)(=N)C)C(=CC(=N1)C=1C=NN(C1)C)C)F (R)-2-(4,4-difluoroazepan-1-yl)-4-methyl-6-(1-methyl-1H-pyrazol-4-yl)-N-(3-(S-methylsulfonimidoyl)phenyl)nicotinamide